ClC1=NC=C(C(=C1)N1CCC(CC1)(C)CO)C#CC1C(OCC1)C (1-(2-chloro-5-((2-methyltetrahydrofuran-3-yl)ethynyl)pyridin-4-yl)-4-methylpiperidin-4-yl)methanol